NC(CN1CCN(CC1)C)CC 1-(2-aminobutyl)-4-methylpiperazine